C(C1=CC=CC=C1)OC1=C(C=C(C=C1)C1=NC=2NC(NC(C2N1C)=O)=O)F 8-(4-(benzyloxy)-3-fluorophenyl)-7-methyl-3,7-dihydro-1H-purine-2,6-dione